1-(1-(1,4-dioxane-2-carbonyl)pyrrolidin-3-yl)-4-chloro-N-(5-((4-fluorophenyl)ethynyl)-3-methylpyridin-2-yl)-1H-pyrazole-5-carboxamide O1C(COCC1)C(=O)N1CC(CC1)N1N=CC(=C1C(=O)NC1=NC=C(C=C1C)C#CC1=CC=C(C=C1)F)Cl